ClC1=CC=C2C(=CC(=NC2=C1Cl)N1[C@@H](CCC1)CNC(OC(C)(C)C)=O)N1C=NC=C1 tert-butyl (S)-((1-(7,8-dichloro-4-(1H-imidazol-1-yl)quinolin-2-yl)pyrrolidin-2-yl)methyl)carbamate